6-(3-hydroxypyrrolidin-1-yl)pyridine-2-carboxamide OC1CN(CC1)C1=CC=CC(=N1)C(=O)N